CN1CC2=CC3=C(C=C2CC1)C=C(N3)C=O (7-methyl-5,6,7,8-tetrahydro-1H-pyrrolo[3,2-g]isoquinolin-2-yl)methanone